FC(C=1C(=C(C=CC1)[C@@H](C)NC=1C2=C(N=C(N1)C)N=C(C(=C2)C2CCN(CC2)C(C)C)NC2COC2)F)F (R)-N4-(1-(3-(difluoromethyl)-2-fluorophenyl)ethyl)-6-(1-isopropylpiperidin-4-yl)-2-methyl-N7-(oxetan-3-yl)pyrido[2,3-d]pyrimidine-4,7-diamine